NC=1NC(C2=C(N1)NC(=C2C2=CC=C(C=C2)C#N)C2=CC=C(C=C2)S(=O)(=O)N(C)C)=O 4-(2-amino-5-(4-cyanophenyl)-4-oxo-4,7-dihydro-3H-pyrrolo[2,3-d]pyrimidin-6-yl)-N,N-dimethylbenzenesulfonamide